FC=1C=CC=C2C(=CN=CC12)C=O (8-fluoro-4-isoquinolinyl)methanone